2-(1-Cyclopentyl-Vinyl)Benzoic Acid C1(CCCC1)C(=C)C1=C(C(=O)O)C=CC=C1